tert-butyl 4-(2-(2,6-dioxopiperidin-3-yl)-3-oxo-2,3-dihydro-[1,2,4]triazolo[4,3-a]pyridin-7-yl)-3,6-dihydropyridine-1(2H)-carboxylate O=C1NC(CCC1N1N=C2N(C=CC(=C2)C=2CCN(CC2)C(=O)OC(C)(C)C)C1=O)=O